(S)-N-(2-(1-(4-methoxybenzyl)-5-oxopyrrolidin-3-yl)pent-4-en-2-yl)ethanesulfinamide COC1=CC=C(CN2CC(CC2=O)C(C)(CC=C)N[S@@](=O)CC)C=C1